CS(=O)(=O)O[C@@H](CCO[C@@H](COC1=NC(=CN=C1)C1=NN(C2=CC=C(C=C12)O[Si](C)(C)C(C)(C)C)C1OCCCC1)C)C [(1R)-3-[(1R)-2-[6-[5-[tert-butyl (dimethyl)silyl]oxy-1-tetrahydropyran-2-yl-indazol-3-yl]pyrazin-2-yl]oxy-1-methyl-ethoxy]-1-methyl-propyl] methanesulfonate